N-(4-bromo-2-methoxyphenyl)-3-methylbutanamide BrC1=CC(=C(C=C1)NC(CC(C)C)=O)OC